dicyanoiridium C(#N)[Ir]C#N